[3-(3-methyl-1-butyn-1-yl)phenyl]malonyl dichloride CC(C#CC=1C=C(C=CC1)C(C(=O)Cl)C(=O)Cl)C